3-benzyloxy-4-(3-furyl)-5-(4-pyridyl)-isothiazole C(C1=CC=CC=C1)OC1=NSC(=C1C1=COC=C1)C1=CC=NC=C1